CC1C(CCCC1)C(C)C methyl-2-(1-isopropyl)cyclohexane